The molecule is an acyl-CoA that results from the formal condensation of the thiol group of coenzyme A with the carboxy group of oscr#1. It derives from an oscr#1. It is a conjugate acid of an oscr#1-CoA(4-). C[C@H]1[C@@H](C[C@H]([C@@H](O1)OCCCCCCC(=O)SCCNC(=O)CCNC(=O)[C@@H](C(C)(C)COP(=O)(O)OP(=O)(O)OC[C@@H]2[C@H]([C@H]([C@@H](O2)N3C=NC4=C(N=CN=C43)N)O)OP(=O)(O)O)O)O)O